ClC1=CC=2CN(C(COC3=CC=CC=C3C=3C=CC(=C(NS(C(=C1O)C2)(=O)=O)C3)F)=O)C 15-chloro-21-fluoro-16-hydroxy-11-methyl-18,18-dioxo-8-oxa-18λ6-thia-11,19-diazatetracyclo[18.3.1.113,17.02,7]pentacosa-1(24),2,4,6,13(25),14,16,20,22-nonaen-10-one